7-((3,5-difluoro-4-((2-(trifluoromethyl)pyridin-4-yl)oxy)benzyl)oxy)-3,4,11,11a-tetrahydropyrimido[6',1':2,3]imidazo[5,1-c][1,4]oxazin-9(1H)-one FC=1C=C(COC2=NC(N3C(N4C(COCC4)C3)=C2)=O)C=C(C1OC1=CC(=NC=C1)C(F)(F)F)F